ClC=1C(=C(C(=C(C1)C(C(=O)O)C)OC)C=1C=NC=CC1)C 2-(5-chloro-2-methoxy-4-methyl-3-(pyridin-3-yl)phenyl)propionic acid